5'-Bromo-1',2'-dihydrospiro[cyclobutane-1,3'-pyrrolo[2,3-b]pyridine] BrC=1C=C2C(=NC1)NCC21CCC1